6-[1-(2,2-difluoroethyl)-1H-pyrazolo[3,4-b]pyrazin-6-yl]-2-{[5-(trifluoromethyl)pyridin-2-yl]oxy}-6-azaspiro[3.5]nonane FC(CN1N=CC=2C1=NC(=CN2)N2CC1(CC(C1)OC1=NC=C(C=C1)C(F)(F)F)CCC2)F